(+/-)-3-(hydroxymethyl)-N7-methyl-3-phenyl-N5-(2-(piperidin-4-yl)ethyl)-2,3-dihydrobenzofuran-5,7-dicarboxamide 2,2,2-trifluoroacetate FC(C(=O)O)(F)F.OC[C@@]1(COC2=C1C=C(C=C2C(=O)NC)C(=O)NCCC2CCNCC2)C2=CC=CC=C2 |r|